Cl.N1CCC(=CC1)C1=CC=C(C=C1)NC(=O)N1CC2=NC=CC=C2C1 N-(4-(1,2,3,6-tetrahydropyridin-4-yl)phenyl)-5,7-dihydro-6H-pyrrolo[3,4-b]pyridine-6-carboxamide hydrochloride